C(N)(=O)C=1C=C(C=CC1)C1=CC=C(C=C1)C=1N=NNC1C(=O)O 4-(3'-carbamoyl-[1,1'-biphenyl]-4-yl)-1H-1,2,3-triazole-5-carboxylic acid